1-(5-fluoro-2-pyrimidinyl)ethanone Magnesium [Mg].FC=1C=NC(=NC1)C(C)=O